5-(3-ethyl-2-methyl-3H-imidazo[4,5-b]pyridin-5-yl)-N-((1-(trifluoromethyl)cyclopropyl)methyl)pyrrolo[2,1-f][1,2,4]triazin-2-amine C(C)N1C(=NC=2C1=NC(=CC2)C=2C=CN1N=C(N=CC12)NCC1(CC1)C(F)(F)F)C